N-((4R,5S,7R,8R,9S,10R)-8,10-dihydroxy-7-(hydroxymethyl)-9-(4-(3,4,5-trifluorophenyl)-1H-1,2,3-triazol-1-yl)-1,6-dioxaspiro[4.5]dec-4-yl)quinoline-8-carboxamide O[C@H]1[C@H](O[C@@]2([C@@H](CCO2)NC(=O)C=2C=CC=C3C=CC=NC23)[C@@H]([C@H]1N1N=NC(=C1)C1=CC(=C(C(=C1)F)F)F)O)CO